N-(2-(dimethylamino)ethyl)-3-(8-formyl-7-hydroxy-6-methoxy-4-methyl-2-oxo-2H-chromen-3-yl)propanamide CN(CCNC(CCC=1C(OC2=C(C(=C(C=C2C1C)OC)O)C=O)=O)=O)C